N-(2-chloroquinazolin-4-yl)-5-cyclopropyl-1,3,4-thiadiazol-2-amine ClC1=NC2=CC=CC=C2C(=N1)NC=1SC(=NN1)C1CC1